Cl.CC=1N=C2N(N=C(C=C2)C2=CC3=C(N=C(S3)C3CCNCC3)C=C2)C1 2-methyl-6-[2-(piperidin-4-yl)-1,3-benzothiazol-6-yl]imidazo[1,2-b]pyridazine hydrochloride